The molecule is an L-polyhomomethionine in which there are eight methylene groups between the alpha-carbon and sulfur atoms. It is a L-polyhomomethionine and a hexahomomethionine. It is a tautomer of a hexahomomethionine zwitterion. CSCCCCCCCC[C@@H](C(=O)O)N